1-octylnonyl 6-[2-[6-(1-octylnonoxy)-6-oxo-hexoxy]-3-[octyl-[2-[2-[2-[2-(2-trityloxyethoxy)ethoxy]ethoxy]ethoxy]ethyl]amino]-3-oxo-propoxy]hexanoate C(CCCCCCC)C(CCCCCCCC)OC(CCCCCOC(COCCCCCC(=O)OC(CCCCCCCC)CCCCCCCC)C(=O)N(CCOCCOCCOCCOCCOC(C1=CC=CC=C1)(C1=CC=CC=C1)C1=CC=CC=C1)CCCCCCCC)=O